C(CCC)OC(=O)N1CCC(CC1)OC(C)=O butoxycarbonyl-4-acetoxypiperidine